fluorenoic acid C1(=CC=CC=2C3=CC=CC=C3CC12)C(=O)O